6-hydroxynaphthoic acid C1=CC2=C(C=CC(=C2)O)C(=C1)C(=O)O